COC(C1CCN(CC1)C1=CC=C(C=C1)[C@@H]1[C@@H](OCC2=CC(=CC=C12)O)C1=CC(=CC=C1)OC(F)(F)F)OC (3R,4S)-4-(4-(4-(dimethoxymethyl)piperidin-1-yl)phenyl)-3-(3-(trifluoromethoxy)phenyl)isochroman-7-ol